azathionin (azabutyrylcarbamate) C(NCC)(=O)NC(O)=O.N=1SC=CC=CC=CC1